rac-(7S)-7-tert-butyl-N-[rac-(1R)-3-(4-hydroxy-1-piperidyl)-1-[3-[(1-methyl-6-oxo-3-piperidyl)carbamoyl]phenyl]propyl]-5,6,7,8-tetrahydrothiazolo[5,4-b]quinoline-2-carboxamide C(C)(C)(C)[C@@H]1CC=2C=C3C(=NC2CC1)SC(=N3)C(=O)N[C@H](CCN3CCC(CC3)O)C3=CC(=CC=C3)C(NC3CN(C(CC3)=O)C)=O |r|